N-(2-(4-ethylphenylamino)benzo[d]oxazol-5-yl)-3,4-dichlorobenzamide C(C)C1=CC=C(C=C1)NC=1OC2=C(N1)C=C(C=C2)NC(C2=CC(=C(C=C2)Cl)Cl)=O